tert-butyl (S)-3-(4-(5-(6-((S)-1-(tert-butoxy)-2-ethoxy-2-oxoethyl)-7-(4-chlorophenyl)-5-methylbenzo[d]thiazol-2-yl)-1-methyl-1H-indazol-3-yl)piperidin-1-yl)pyrrolidine-1-carboxylate C(C)(C)(C)O[C@H](C(=O)OCC)C1=C(C2=C(N=C(S2)C=2C=C3C(=NN(C3=CC2)C)C2CCN(CC2)[C@@H]2CN(CC2)C(=O)OC(C)(C)C)C=C1C)C1=CC=C(C=C1)Cl